ClC=1C=C(C=C(C1)Cl)C1(CC(=NO1)N1CC2=C(C1)C(=C(S2)C(=O)NC(CC)CC)C)C(F)(F)F 5-(5-(3,5-dichlorophenyl)-5-(trifluoromethyl)-4,5-dihydroisoxazol-3-yl)-3-methyl-N-(pentan-3-yl)-5,6-dihydro-4H-thieno[2,3-c]pyrrole-2-carboxamide